[Na+].C(C)N(C([S-])=S)CC N,N-diethyldithiocarbamate sodium